IC=1C=NN2C1C(=NC(=C2)C=2C=NN(C2)C)O[C@H]2C[C@H](C2)N(C(OC(C)(C)C)=O)C tert-butyl ((cis)-3-((3-iodo-6-(1-methyl-1H-pyrazol-4-yl)pyrazolo[1,5-a]pyrazin-4-yl)oxy)cyclobutyl)(methyl)carbamate